C(C)(C)C1=C(C=C(C=C1)C1=NC=2CCCCC2N=C1)OC 2-(4-isopropyl-3-methoxyphenyl)-5,6,7,8-tetrahydroquinoxaline